NC1=C2C(=NC=N1)N(N=C2C)C(C)C=2C(=C(C(=C(C2)Cl)F)C2CN(C2)C(=O)OC(C)(C)C)OC tert-butyl 3-{3-[1-(4-amino-3-methyl-1H-pyrazolo[3,4-d]pyrimidin-1-yl)ethyl]-5-chloro-6-fluoro-2-methoxyphenyl}azetidine-1-carboxylate